3-(5-Chloro-1-methyl-4-((9-(1-phenylethyl)-3,9-diazaspiro[5.5]undecan-3-yl)methyl)-1H-pyrazol-3-yl)-5-methylisoxazole ClC1=C(C(=NN1C)C1=NOC(=C1)C)CN1CCC2(CC1)CCN(CC2)C(C)C2=CC=CC=C2